C12CN(CC(CC1)N2)C2=NC(=NC1=C(C(=C(C=C21)C(F)(F)F)C2=CC(=CC1=CC=CC=C21)O)F)OCC21COC(C2)(C1)C 4-(4-(3,8-diazabicyclo[3.2.1]oct-3-yl)-8-fluoro-2-((1-methyl-2-oxabicyclo[2.1.1]hexan-4-yl)methoxy)-6-(trifluoromethyl)quinazolin-7-yl)naphthalen-2-ol